1-(tert-butyl) 2-methyl (2S,3S)-3-allyl-3-(3-((tert-butyldimethylsilyl)oxy)propyl)-4-oxopyrrolidine-1,2-dicarboxylate C(C=C)[C@]1([C@H](N(CC1=O)C(=O)OC(C)(C)C)C(=O)OC)CCCO[Si](C)(C)C(C)(C)C